cis-dec-2-ene C\C=C/CCCCCCC